3-(4-chlorophenyl)-N'-((4-chlorophenyl)sulfonyl)-N-(1-iminoethyl)-4-phenyl-4,5-dihydro-1H-pyrazole ClC1=CC=C(C=C1)C1N(N(CC1C1=CC=CC=C1)C(C)=N)S(=O)(=O)C1=CC=C(C=C1)Cl